N[C@H]1C[C@@H](OC[C@@H]1OCC)C(=O)N1[C@H](C2=CC=CC=C2CC1)C1=CC=C(C=C1)F ((2R,4S,5R)-4-amino-5-ethoxytetrahydro-2H-pyran-2-yl)((S)-1-(4-fluorophenyl)-3,4-dihydroisoquinolin-2(1H)-yl)methanone